CCOCCOCCOCCOCCC(=O)[O-] 3,6,9,12-tetraoxapentadecan-15-oate